COC1N(CCC1)CC 1-(2-methoxypyrrolidine-1-yl)ethane